NNCCCCCC(=O)O 6-aminoAminocaproic acid